lithium thionylchloride S(=O)(Cl)Cl.[Li]